C(C)(=O)OCC(CC1=C(NC2=CC=C(C=C12)C=1C=C(C=C(C1)O[Si](C(C)C)(C(C)C)C(C)C)C[C@@H](C(=O)OC)NC(=O)OC(C)(C)C)I)(C)C methyl (2S)-3-(3-[3-[3-(acetyloxy)-2,2-dimethylpropyl]-2-iodo-1H-indol-5-yl]-5-[(triisopropylsilyl)oxy]phenyl)-2-[(tert-butoxycarbonyl) amino]propanoate